21-Hydroxy-hexacosanoic acid OC(CCCCCCCCCCCCCCCCCCCC(=O)O)CCCCC